2-(((1H-indazol-6-yl)methyl)(1-(3-fluoropyridin-2-yl)ethyl)amino)-2-oxoacetic acid N1N=CC2=CC=C(C=C12)CN(C(C(=O)O)=O)C(C)C1=NC=CC=C1F